NCC=1C=C(C=CC1)C1=CC(=CC=2C=COC21)COC2=C(C=CC(=C2)CNS(=O)(=O)C)CC(=O)OCC ethyl 2-(2-((7-(3-(aminomethyl)phenyl)benzofuran-5-yl)methoxy)-4-(methylsulfonamidomethyl)phenyl)acetate